4,4'-[1,1'-Biphenyl]-4,4'-diylbis[pyridine] C1(=CC=C(C=C1)C1=CC=NC=C1)C1=CC=C(C=C1)C1=CC=NC=C1